8-methyl-N-(piperidin-4-yl)quinolin-4-amine hydrochloride Cl.CC=1C=CC=C2C(=CC=NC12)NC1CCNCC1